bromo-4'-fluoroacetophenone BrCC(=O)C1=CC=C(C=C1)F